F[C@@H]1[C@@H](C1)C(=O)NC1=NC=C2C=C(C(N(C2=C1)C)=O)C=1C=NC(=CC1C)[C@@H](C)O (1S,2S)-2-fluoro-N-(3-[6-[(1R)-1-hydroxyethyl]-4-methylpyridin-3-yl]-1-methyl-2-oxo-1,6-naphthyridin-7-yl)cyclopropane-1-carboxamide